FC=1C=C2C(C(=CN(C2=CC1N1[C@H](CCC1)COC1=NC=CC=C1C)C1CC(C1)OC)C(=O)OCC)=O ethyl 6-fluoro-1-(3-methoxycyclobutyl)-7-[(2R)-2-{[(3-methylpyridin-2-yl) oxy] methyl} pyrrolidin-1-yl]-4-oxo-1,4-dihydroquinoline-3-carboxylate